ClC=1C(=NC(=NC1)N[C@H]1CN(CC1)C1CNCCC1)C1=CNC2=CC=CC=C12 3-((R)-3-((5-Chloro-4-(1H-indol-3-yl)pyrimidin-2-yl)amino)pyrrolidin-1-yl)piperidine